N1=C(C=CC=C1)C(N)=S pyridine-2-thiocarboxamide